methyl (S)-2-((tert-butoxycarbonyl) amino)-3,3-dimethylpent-4-enoate C(C)(C)(C)OC(=O)N[C@H](C(=O)OC)C(C=C)(C)C